N-(Cyanomethyl)-5-[3-methyl-5-[(1S)-1-[[3-methylsulfonyl-5-(1,1,2,2-tetrafluoroethoxy)benzoyl]-amino]ethyl]-1,2,4-triazol-1-yl]pyrazine-2-carboxamide C(#N)CNC(=O)C1=NC=C(N=C1)N1N=C(N=C1[C@H](C)NC(C1=CC(=CC(=C1)OC(C(F)F)(F)F)S(=O)(=O)C)=O)C